tetrahydro-pyran-4-carboxylic acid (8-{5-[3-((1S,3R)-3-amino-cyclopentyl)-ureido]-6-methoxy-pyridin-2-yl}-2,3-dihydro-benzo[1,4]dioxin-2-ylmethyl)-amide N[C@H]1C[C@H](CC1)NC(NC=1C=CC(=NC1OC)C1=CC=CC2=C1OC(CO2)CNC(=O)C2CCOCC2)=O